COC=1C=C(C=CC1OC)C1=NC(=NC=C1C(=O)NC1=CC=NC=C1)SC (3,4-Dimethoxyphenyl)-2-(methylthio)-N-(pyridin-4-yl)pyrimidine-5-carboxamide